NC1=C(N=CC(=N1)N1CCC2(CC1)[C@@H](C1=CC(=CC=C1C2)S(=O)(=O)C)N)SC2=C(C(=NC=C2)N)Cl (S)-1'-(6-amino-5-((2-amino-3-chloropyridin-4-yl)thio)pyrazin-2-yl)-6-(methylsulfonyl)-1,3-dihydrospiro[indene-2,4'-piperidin]-1-amine